C(#N)C1=CC=C(C=C1)C1=C2CN(CC2=CC(=C1)[N+](=O)[O-])C(=O)OC(C)(C)C Tert-butyl 4-(4-cyanophenyl)-6-nitroisoindoline-2-carboxylate